ClC1=CC=C(CN2CCN(C3=CC=CC=C23)CCN2CCCCC2)C=C1 1-(4-(4-chlorobenzyl)-3,4-dihydroquinoxalin-1(2H)-yl)-2-(piperidin-1-yl)ethane